ClC=1C(=CC2=C(N(C(O2)=O)C(C(=O)OCC(CO)(CO)N)C)C1)OCC1=CC(=NC=C1)C 2-amino-2-(hydroxymethyl)propane-1,3-diol 3-(5-chloro-6-((2-methylpyridin-4-yl)methoxy)-2-oxobenzo[d]oxazol-3(2H)-yl)propanoate